S1C=CC2=C1SCCC2C#N 5,6-Dihydro-4H-thieno[2,3-b]thiopyran-4-carbonitrile